BrC1=C(C=C2C(=NC(=NC2=C1OC1CC1)O)O)OC 7-bromo-8-cyclopropoxy-6-methoxyquinazolin-2,4-diol